ClC1=CC2=C(S1)C1(CC(NCC1)C=1N=NN(C1)C)OCC2(O)[2H] 2-chloro-4-deuterio-2'-(1-methyltriazol-4-yl)spiro[5H-thieno[2,3-c]pyran-7,4'-piperidine]-4-ol